C(C)OC(CCCCC\C=C/CCCCCCCC)=O (Z)-7-hexadecenoic acid ethyl ester